2-Mercapto-4-methyl-5-thiazoleacetic acid benzyl-(2-((6-fluoro-5-(3-(5-(1-hydroxy-1-phenylethyl)-1H-imidazol-2-yl)phenoxy)-1H-indol-4-yl)thio)ethyl)(methyl)carbamate C(C1=CC=CC=C1)OC(N(C)CCSC1=C2C=CNC2=CC(=C1OC1=CC(=CC=C1)C=1NC(=CN1)C(C)(C1=CC=CC=C1)O)F)=O.SC=1SC(=C(N1)C)CC(=O)O